C(#N)C1=CC(=C(COC=2C=C(C=CC2F)C2=CC(=C(C=C2)CC2=NC3=C(N2CC2OCCC2)C=C(C=C3)C(=O)O)F)C=C1)F 2-((3'-(4-Cyano-2-fluorobenzyloxy)-3,4'-difluorobiphenyl-4-yl)methyl)-1-((tetrahydrofuran-2-yl)methyl)-1H-benzo[d]imidazole-6-carboxylic acid